C1(CC1)N1C(N(C=2C(C1=O)=C(N(C(C2C)=O)C)NC2=C(C=C(C=C2)I)F)C2=CC(=CC=C2)NS(NCCN(C)C)(=O)=O)=O 3-Cyclopropyl-1-[3-[2-(dimethylamino)ethylsulfamoylamino]phenyl]-5-(2-fluoro-4-iodo-anilino)-6,8-dimethyl-pyrido[4,3-d]pyrimidine-2,4,7-trione